FC1=CC=C(C=N1)C=1C=2N(C=C(C1)OCC(C)(C)O)N=CC2C#N 4-(6-Fluoropyridin-3-yl)-6-(2-hydroxy-2-methylpropyloxy)pyrazolo[1,5-a]pyridine-3-carbonitrile